N-succinimidyl-4-(N-maleimidomethyl)cyclohexane-1-carboxylic acid C1CC(CCC1CN2C(=O)C=CC2=O)C(=O)ON3C(=O)CCC3=O